trans-(2-((1-(Morpholinosulfonyl)-5-phenylpiperidin-3-yl)methoxy)pyridin-4-yl)methanamine 2,2,2-trifluoroacetate FC(C(=O)O)(F)F.O1CCN(CC1)S(=O)(=O)N1C[C@H](C[C@@H](C1)C1=CC=CC=C1)COC1=NC=CC(=C1)CN